CN1CCN(CCC1)C1=NC=2N3C4=CC=CC=C4SC3=C(C(C2C=N1)=O)NC1CN(CC1)C(=O)OC(C)(C)C tert-Butyl 3-{[4-(4-methyl-1,4-diazepan-1-yl)-8-oxo-11-thia-1,3,5-triazatetracyclo[8.7.0.02,7.012,17]heptadeca-2(7),3,5,9,12,14,16-heptaen-9-yl]amino}pyrrolidine-1-carboxylate